2-octylthio-4,6-bis(3,5-di-tert-butyl-4-hydroxyphenoxy)s-triazine C(CCCCCCC)SC1=NC(=NC(=N1)OC1=CC(=C(C(=C1)C(C)(C)C)O)C(C)(C)C)OC1=CC(=C(C(=C1)C(C)(C)C)O)C(C)(C)C